N-(2,3-dimethylphenyl)-maleimide CC1=C(C=CC=C1C)N1C(C=CC1=O)=O